(E)-5-(3-(6-((3-(2-(2,6-Dioxopiperidin-3-yl)-1-oxoisoindolin-4-yl)allyl)carbamoyl)pyridin-3-yl)isoquinolin-8-yl)-7-isopropyl-N-methyl-1H-indole-3-carboxamide O=C1NC(CCC1N1C(C2=CC=CC(=C2C1)/C=C/CNC(=O)C1=CC=C(C=N1)C=1N=CC2=C(C=CC=C2C1)C=1C=C2C(=CNC2=C(C1)C(C)C)C(=O)NC)=O)=O